2-chloro-5-fluoropyridine-6-aldehyde ClC1=NC(=C(C=C1)F)C=O